FC(OC1=CC=C(C=2C(=CNC12)C)C#N)F 7-(difluoromethoxy)-3-methyl-1H-indole-4-carbonitrile